C/C(/C(CC)=O)=C\C1=CC=CC=C1 (E)-4-methyl-5-phenyl-pent-4-en-3-one